OC[C@]1([C@@H](O)[C@H](O)[C@H](O1)CO)N[C@@H](C(C)C)C(=O)N[C@@H](CC1=CNC=N1)C(=O)N[C@@H](CC(C)C)C(=O)N[C@@H]([C@H](O)C)C(=O)N1[C@@H](CCC1)C(=O)N[C@@H](CCC(=O)O)C(=O)N[C@@H](CCC(=O)O)C(=O)N[C@@H](CCCCN)C(=O)O α-Fructosyl-valyl-histidyl-leucyl-threonyl-prolyl-glutamyl-glutamyl-lysin